BrC1=NN(C=N1)CC1=CC=C(C=C1)C(F)(F)F 3-bromo-1-(4-(trifluoromethyl)benzyl)-1H-1,2,4-triazole